(1,1'-biphenyl)-4-carboxamide C1(=CC=C(C=C1)C(=O)N)C1=CC=CC=C1